ClC=1C(=NC(=C(C(=O)O)C1)N1CCC(CCC1)(F)F)C1CC1 5-chloro-6-cyclopropyl-2-(4,4-difluoroazepan-1-yl)nicotinic acid